[C@@H]12N(CC[C@H]2C1)C(=O)[C@@H]1CCCC=2N1C(N(N2)CC=2C=NC(=CC2)C(F)(F)F)=O |&1:0,4| (5S)-5-[(1RS,5SR)-2-Azabicyclo[3.1.0]hex-2-ylcarbonyl]-2-{[6-(trifluoromethyl)pyridin-3-yl]methyl}-5,6,7,8-tetrahydro[1,2,4]triazolo[4,3-a]pyridin-3(2H)-one